1-Allyl-3H-imidazolium C(C=C)N1C[NH2+]C=C1